C1(CCCCC1)N(C)CC1=NN=NN1C=1C=C(C(=O)OC)C=CC1 methyl 3-(5-((cyclohexyl(methyl)amino)methyl)-1H-tetrazol-1-yl)benzoate